(S)-3-methoxy-N-(6-(5-methyl-6,7-dihydro-5H-pyrrolo[2,1-c][1,2,4]triazol-3-yl)pyridin-2-yl)-1-(1-methylazetidin-3-yl)-1H-pyrazole-4-carboxamide COC1=NN(C=C1C(=O)NC1=NC(=CC=C1)C=1N2C(=NN1)CC[C@@H]2C)C2CN(C2)C